ethyl 1-(tetrahydro-2H-pyran-2-yl)-3-(4,4,5,5-tetramethyl-1,3,2-dioxaborolan-2-yl)-1H-pyrazole-5-carboxylate O1C(CCCC1)N1N=C(C=C1C(=O)OCC)B1OC(C(O1)(C)C)(C)C